CC1(O[C@H]2[C@H]([C@H](OC[C@@H]2NC2=NC(=CN=C2)C(F)(F)F)CN2CCCC2)O1)C N-((3aS,4R,7S,7aR)-2,2-dimethyl-4-(pyrrolidin-1-ylmethyl)tetrahydro-4H-[1,3]dioxolo[4,5-c]pyran-7-yl)-6-(trifluoromethyl)pyrazin-2-amine